(±)-2,4-dimethylcyclohex-3-ene-1-carbaldehyde CC1C(CCC(=C1)C)C=O